1-[5-(5-fluoro-2-methoxypyridin-4-yl)-1H-pyrazole-3-carbonyl]-N-[(3-methyl-1H-indazol-5-yl)methyl]piperidine-4-carboxamide FC=1C(=CC(=NC1)OC)C1=CC(=NN1)C(=O)N1CCC(CC1)C(=O)NCC=1C=C2C(=NNC2=CC1)C